OC(C)(C)CCC[C@@H](C)[C@H]1CC[C@H]2[C@@H]3C(C[C@H]4[C@H]([C@H](CC[C@]4(C)[C@H]3CC[C@]12C)O)O)C#N 25-hydroxy-4β-hydroxy-3β-hydroxy-5α-cholestan-7-carbonitrile